2-((Ethoxycarbonyl)Amino)Ethyl Acrylate C(C=C)(=O)OCCNC(=O)OCC